4-(chloromethyl)-5-(difluoromethyl)-1-methyl-triazole ClCC=1N=NN(C1C(F)F)C